ClC1=C(C=NC(=C1)C1=CC=NC2=CC(=CC=C12)F)OC[C@](CC(C)C)(N)C (S)-1-((4-chloro-6-(7-fluoroquinolin-4-yl)pyridin-3-yl)oxy)-2,4-dimethylpentan-2-amine